N-(3-(1-((R)-3-Methyl-10-oxo-1,2,3,4,7,8-hexahydropyrido[4',3':3,4]pyrazolo[1,5-a]pyrazin-9(10H)-yl)ethyl)phenyl)acetamide trifluoroacetate FC(C(=O)O)(F)F.C[C@@H]1CC2=NN3C(C(N(CC3)C(C)C=3C=C(C=CC3)NC(C)=O)=O)=C2CN1